N-(4-methoxy-2-methylbutan-2-yl)-2-(pyridin-4-yl)-1,7-naphthyridin-4-amine COCCC(C)(C)NC1=CC(=NC2=CN=CC=C12)C1=CC=NC=C1